C1(CC1)C1=CC(=NC=2N1N=C(C2)C2=C(C=C(C=C2)N2CC(C2)C(=O)N)F)C(=O)N2[C@@H](C1=CC=CC=C1CC2)C 1-(4-{7-Cyclopropyl-5-[(1R)-1-methyl-1,2,3,4-tetrahydroisoquinoline-2-carbonyl]pyrazolo[1,5-a]pyrimidin-2-yl}-3-fluorophenyl)azetidine-3-carboxamide